BrC=1C=CC2=C(N(C3=C(CC2)C=CC=C3)CCCN)C1 3-(3-bromo-10,11-dihydro-5H-dibenzo[b,f]azepin-5-yl)-propan-1-amine